3-((7-((R)-3-Cyclohexyl-2-methylpropanoyl)-10-hydroxy-7-azaspiro[4.5]decan-10-yl)methyl)-8-methylquinazolin-4(3H)-one C1(CCCCC1)C[C@H](C(=O)N1CC2(CCCC2)C(CC1)(O)CN1C=NC2=C(C=CC=C2C1=O)C)C